4-isopropenyl-2,6-dimethylphenylallyl ether C(=C)(C)C1=CC(=C(C(=C1)C)C=CCOCC=CC1=C(C=C(C=C1C)C(=C)C)C)C